3',7'-bis(diethylamino)-N-(2-(2,5-dioxo-2,5-dihydro-1H-pyrrol-1-yl)ethyl)-5-(methoxymethyl)-3-oxo-3H-dispiro[isobenzofuran-1,10'-dibenzo[b,e]siline-5',1''-silinane]-6-carboxamide C(C)N(C=1C=CC2=C(C1)[Si]1(CCCCC1)C1=C(C23OC(C2=CC(=C(C=C23)C(=O)NCCN2C(C=CC2=O)=O)COC)=O)C=CC(=C1)N(CC)CC)CC